FC=1C=C2C(=NC(=NC2=C(C1C1=C2C=NNC2=CC2=C1C(=CC=C2)C#C)F)OC[C@]21CCCN1C[C@@H](C2)F)N2C[C@@]1(CC[C@H](C2)N1)C 4-(6,8-difluoro-2-(((2R,7aS)-2-fluorotetra-hydro-1H-pyrrolizin-7a(5H)-yl)methoxy)-4-((1S,5R)-1-methyl-3,8-diazabicyclo[3.2.1]-octan-3-yl)quinazolin-7-yl)-5-ethynyl-1H-benzo[f]indazole